C(N)(OC1=NC2=C(N1)C=CC(=C2)SC2=CC=C(C=C2)N2CCCCC2)=O (5-((4-(piperidin-1-yl) phenyl) thio)-1H-benzo[d]imidazol-2-yl) carbamate